FC(S(=O)(=O)OC1=CCC(C1)C=1C=NC=CC1)(F)F 4-(Pyridin-3-yl)cyclopent-1-en-1-yl trifluoromethanesulfonate